ClC=1C=C2C=C(NC2=CC1OCC1=CC(=NO1)C)CNC(C(C)C1COC1)=O N-({5-chloro-6-[(3-methyl-5-isoxazolyl)methoxy]-2-indolyl}methyl)2-(3-oxetanyl)propionamide